4-amino-N-methoxypyridinecarboxamide NC1=CC(=NC=C1)C(=O)NOC